2-Ethyl 2-(2-(((1R,2S)-2-hydroxycyclohexyl)amino)pyridin-4-yl)oxazole-4-carboxylate O[C@@H]1[C@@H](CCCC1)NC1=NC=CC(=C1)C=1OC=C(N1)C(=O)OCC